C(C)[C@@H]1CCCN2C(O1)=C(C(=N2)C2=C(C=CC=C2)F)C(=O)N[C@@H]2C(NC1=C(C(=N2)C2=CC=CC=C2)C=CC=C1F)=O |o1:2| (5R*)-5-ethyl-2-(2-fluorophenyl)-N-[(3S)-9-fluoro-2-oxo-5-phenyl-1,3-dihydro-1,4-benzodiazepin-3-yl]-5,6,7,8-tetrahydropyrazolo[5,1-b][1,3]oxazepine-3-carboxamide